CN1N=CC(=C1)C1C[C@H](NCC1)C1=CC=C(C(=O)O)C=C1.C1(=CC=C(C=C1)N(C1=CC=CC=C1)C1=CC=C(C=C1)C=CC1=CC=C(C=C1)N(C1=CC=C(C=C1)C=CC1=CC=CC=C1)C1=CC=CC=C1)C=CC1=CC=CC=C1 4,4'-bis(N-(stilben-4-yl)-N-phenylamino)stilbene 4-((2S)-4-(1-methyl-1H-pyrazol-4-yl)piperidin-2-yl)benzoate